[O-2].[Al+3].[Mn+2].[Co+2].[Ni+2] Nickel cobalt manganese aluminum oxide